COC1=C2CCC(=CC2=CC=C1)OS(=O)(=O)C(F)(F)F.BrC=1C=C(C=CC1F)C1N(CCC1)C(C)=O 1-(2-(3-bromo-4-fluorophenyl)pyrrolidin-1-yl)ethan-1-one 5-methoxy-3,4-dihydro-naphthalen-2-yl-triflate